2-Chloro-6-(3,5-dimethylbenzyl)-6,7-dihydro-5H-pyrrolo[3,4-b]pyridin-5-one ClC1=CC=C2C(=N1)CN(C2=O)CC2=CC(=CC(=C2)C)C